N(=[N+]=[N-])CCOCCOCCO 2-[2-(2-azidoethoxy)ethoxy]ethanol